bis(2,2,2-trifluoroethyl) monoiodophosphate P(=O)(OCC(F)(F)F)(OCC(F)(F)F)I